(S)-(5-(tert-butyl)-1,3,4-oxadiazol-2-yl)(4-(4-cyclopropylpyrazolo[1,5-a]pyridin-2-yl)-1,4,6,7-tetrahydro-5H-imidazo[4,5-c]pyridin-5-yl)methanone C(C)(C)(C)C1=NN=C(O1)C(=O)N1[C@@H](C2=C(CC1)NC=N2)C2=NN1C(C(=CC=C1)C1CC1)=C2